Tert-butyl ((2-(2,6-dioxopiperidin-3-yl)-3-oxo-2,3-dihydro-1H-imidazo[1,5-a]indol-7-yl)methyl)carbamate O=C1NC(CCC1N1C(N2C(=CC=3C=C(C=CC23)CNC(OC(C)(C)C)=O)C1)=O)=O